C(C1=CC=CC=C1)NCC(C)C1COC1C1=CC=CC=C1 N-benzyl-2-(4-phenyloxetan-3-yl)propylamine